C(C)(=O)N1CCC(CC1)C(=O)NC1CCC(CC1)NC1=CC(=NC2=CC=CC=C12)C(F)(F)F 1-acetyl-N-[(1s,4s)-4-{[2-(trifluoromethyl)quinolin-4-yl]amino}cyclohexyl]piperidine-4-carboxamide